2-(3-methoxybenzyl)pyrrolidine COC=1C=C(CC2NCCC2)C=CC1